2-({[2-methoxy-7-(5-methoxypyridin-2-yl)naphthalen-1-yl]amino}methyl)prop-2-enenitrile COC1=C(C2=CC(=CC=C2C=C1)C1=NC=C(C=C1)OC)NCC(C#N)=C